NC1=NN(C=C1C(=O)N)C1C(CCC1)C#N 3-amino-1-(2-cyanocyclopentyl)pyrazole-4-carboxamide